N1CC=C2C(OC=CN21)([2H])[2H] dihydro-4H-pyrazolo[5,1-c][1,4]oxazine-4,4-d2